C(C)C(CCOC(C)=O)C 3-Ethylbutylacetat